[N+](=O)([O-])C1=C(C[C@H](NCC2=CC=CC=C2)C(=O)O)C=CC(=C1O)O o-nitrobenzyl-3,4-dihydroxyphenylalanine